2-[(6-chloro-2-pyridyl)oxy]-N-[(3-iodophenyl)methyl]-N-methyl-ethanamine ClC1=CC=CC(=N1)OCCN(C)CC1=CC(=CC=C1)I